6-[(3-cyclopropyl-2-fluorophenyl)sulfonyl]-N-[2-(2,4-dimethylphenyl)-2,2-difluoroethyl]-3-methyl-1,2,4-triazine-5-carboxamide C1(CC1)C=1C(=C(C=CC1)S(=O)(=O)C1=C(N=C(N=N1)C)C(=O)NCC(F)(F)C1=C(C=C(C=C1)C)C)F